The molecule is a multi-methyl-branched fatty acyl-CoA that results from the formal condensation of the thiol group of coenzyme A with the carboxy group of 3-oxopristanic acid. It is a 3-oxo-fatty acyl-CoA, a long-chain fatty acyl-CoA, a multi-methyl-branched fatty acyl-CoA and an 11,12-saturated fatty acyl-CoA. It derives from a pristanoyl-CoA and a 3-oxopristanic acid. It is a conjugate acid of a 3-oxopristanoyl-CoA(4-). CC(C)CCCC(C)CCCC(C)CCC(=O)C(C)C(=O)SCCNC(=O)CCNC(=O)[C@@H](C(C)(C)COP(=O)(O)OP(=O)(O)OC[C@@H]1[C@H]([C@H]([C@@H](O1)N2C=NC3=C(N=CN=C32)N)O)OP(=O)(O)O)O